2,2-Difluoroacetic acid chloromethyl ester ClCOC(C(F)F)=O